FC1=C2CN(CC2=CC(=C1F)F)C(=O)NC1=CC=C(C=C1)C12CCC(CC1)(CC2)NC(=O)NCC(C)(C)O 4,5,6-trifluoro-N-(4-(4-(3-(2-hydroxy-2-methylpropyl)ureido)bicyclo[2.2.2]octan-1-yl)phenyl)isoindoline-2-carboxamide